CC=1N=C2N(C=C(C=C2)N2CCNCC2)C1C(=O)NC1=C(C(=CC(=C1)C1=NOC(=N1)C1CC(C1)(F)F)F)C methyl-N-(5-(5-(3,3-difluorocyclobutyl)-1,2,4-oxadiazol-3-yl)-3-fluoro-2-methylphenyl)-6-(piperazin-1-yl)imidazo[1,2-a]pyridine-3-carboxamide